N-(5-(2-(2-aminopyridin-3-yl)-5-phenyl-3H-imidazo[4,5-b]pyridin-3-yl)-6-methylpyridin-2-yl)-4-(5-oxo-4,5-dihydro-1,2,4-thiadiazol-3-yl)benzamide NC1=NC=CC=C1C1=NC=2C(=NC(=CC2)C2=CC=CC=C2)N1C=1C=CC(=NC1C)NC(C1=CC=C(C=C1)C1=NSC(N1)=O)=O